(2-((6-((R)-3-(2-Ethoxyphenoxy)piperidin-1-yl)pyrazin-2-yl)amino)pyrimidin-4-yl)-L-prolin C(C)OC1=C(O[C@H]2CN(CCC2)C2=CN=CC(=N2)NC2=NC=CC(=N2)N2[C@@H](CCC2)C(=O)O)C=CC=C1